silver copper zinc manganese [Mn].[Zn].[Cu].[Ag]